OCCNC(CCCCC(=O)NCCO)=O N,N'-bis(2-hydroxyethyl)adipamide